C(C)OC(=O)C1=C(C2=CC(=CC=C2C=C1C(N(C1=C(C=CC=C1C)C)C(C)=O)=O)Cl)NC1=C(C=CC=C1C)C 3-(acetyl-(2,6-dimethylphenyl)carbamoyl)-7-chloro-1-((2,6-dimethylphenyl)amino)-2-naphthoic acid ethyl ester